chloro-2,3',5'-trifluoro-4-((4-propylphenyl)ethynyl)-1,1'-biphenyl ClC=1C(=C(C=CC1C#CC1=CC=C(C=C1)CCC)C1=CC(=CC(=C1)F)F)F